(hydroxyethyl)butyl acrylate C(C=C)(=O)OCCCCCCO